ClC=1C=C(COC(=O)NC=2C=CC=C3CC[C@H](OC23)C(=O)OC)C=CC1Cl Methyl (S)-8-((((3,4-dichlorobenzyl)oxy)carbonyl)amino)chromane-2-carboxylate